(R)-N-(1-oxo-1-(4-(3-(trifluoromethoxy)phenyl-4-d)piperazin-1-yl)propan-2-yl)acetamide-2,2,2-d3 O=C([C@@H](C)NC(C([2H])([2H])[2H])=O)N1CCN(CC1)C1=CC(=C(C=C1)[2H])OC(F)(F)F